4-((1S,2S,5S)-5-ethoxy-2-((5-methoxy-7-methyl-1H-indol-4-yl)oxy)cyclohexyl)benzoic acid C(C)O[C@H]1CC[C@@H]([C@@H](C1)C1=CC=C(C(=O)O)C=C1)OC1=C2C=CNC2=C(C=C1OC)C